NC1=C(N=C(C(=N1)N1CCC2(CCC(C2N)=CC)CC1)C)SC1=C(C(=NC=C1)N)Cl 8-(6-amino-5-((2-amino-3-chloropyridin-4-yl)thio)-3-methylpyrazin-2-yl)-2-ethylidene-8-azaspiro[4.5]decan-1-amine